4-(4-(4-Acryloylpiperazin-1-yl)phenyl)-6-(1-(2-morpholinoethyl)-1H-pyrazol-4-yl)pyrazolo[1,5-a]pyridine-3-carbonitrile C(C=C)(=O)N1CCN(CC1)C1=CC=C(C=C1)C=1C=2N(C=C(C1)C=1C=NN(C1)CCN1CCOCC1)N=CC2C#N